7-(3-hydroxyazetidin-1-yl)-1,6-dimethyl-4-[4-(5-methyl-1,3-benzoxazol-2-yl)piperidin-1-yl]-2-oxo-1,2-dihydroquinoline-3-carbonitrile OC1CN(C1)C1=C(C=C2C(=C(C(N(C2=C1)C)=O)C#N)N1CCC(CC1)C=1OC2=C(N1)C=C(C=C2)C)C